1-cyclopentyl-N-[(2S)-4-[(3S,4S)-3,4-difluoropyrrolidin-1-yl]-1-(1H-1,2,3,4-tetrazol-5-yl)butan-2-yl]-5-[2-(trifluoromethyl)phenyl]-1H-pyrazole-3-carboxamide C1(CCCC1)N1N=C(C=C1C1=C(C=CC=C1)C(F)(F)F)C(=O)N[C@H](CC1=NN=NN1)CCN1C[C@@H]([C@H](C1)F)F